(S)-4-((6-(2-Aminopropanoyl)-2-((4-cyanophenyl)amino)-5,6,7,8-tetrahydropyrido[4,3-d]pyrimidine-4-yl)oxy)-3,5-dimethylbenzonitrile N[C@H](C(=O)N1CC2=C(N=C(N=C2OC2=C(C=C(C#N)C=C2C)C)NC2=CC=C(C=C2)C#N)CC1)C